C(CC)P(CCP(CCC)CCC)CCC 1,2-bis(dipropylphosphino)ethane